3-[(4-bromo-2,5-dimethyl-phenyl)methylene]azetidine, trifluoroacetate salt FC(C(=O)O)(F)F.BrC1=CC(=C(C=C1C)C=C1CNC1)C